8-hydroxylguanine OC1=NC=2N=C(NC(C2N1)=O)N